2-bromo-1,5-difluoro-3-(methoxymethyloxy)benzene BrC1=C(C=C(C=C1OCOC)F)F